FC=1C=C(C=C(C1)B1OC(C(O1)(C)C)(C)C)NC(C=C)=O N-[3-fluoro-5-(4,4,5,5-tetramethyl-1,3,2-dioxaborolan-2-yl)phenyl]prop-2-enamide